ClC1=CC(=C(COC2=NC=CC(=N2)N2CC3=C(C2)CN(C3)CC3=NC2=C(N3CC3=CN=CS3)C=C(C=C2)C(=O)O)C=C1)F 2-((5-(2-((4-chloro-2-fluorobenzyl)oxy)pyrimidin-4-yl)-3,4,5,6-tetrahydropyrrolo[3,4-c]pyrrol-2(1H)-yl)methyl)-1-(thiazol-5-ylmethyl)-1H-benzo[d]imidazole-6-carboxylic acid